N1=CC=C2N1C=C(C=C2)C2(CCC2)O 1-pyrazolo[1,5-a]pyridin-6-ylcyclobutanol